ClC=1C(=NC2=CC=C(C(=C2C1Cl)F)C=1C=NC(=CC1)P(=O)(C)C)C 3,4-dichloro-6-[6-(dimethylphosphoryl)pyridin-3-yl]-fluoro-2-methylquinoline